PCCCC(=O)O 4-phosphinobutyric acid